ClC1=CC=C(C=C1)C=1C(=CC=C(C1)[N+](=O)[O-])C(=O)O 4'-chloro-5-nitro-[1,1'-biphenyl]-2-carboxylic acid